C(=O)O.ClC1=NC(=CC(=C1)C1=C(N=C(S1)NC(=O)N1C[C@H](NCC1)C(C)(C)O)C1=CC(=CC=C1)C#N)C (3S)-N-[5-(2-chloro-6-methyl-4-pyridinyl)-4-(3-cyanophenyl)thiazol-2-yl]-3-(1-hydroxy-1-methyl-ethyl)piperazine-1-carboxamide formate salt